bis(1-adamantyl)phosphine C12(CC3CC(CC(C1)C3)C2)PC23CC1CC(CC(C2)C1)C3